CC1(OC2=C(C1)C(=C(C(=C2C)C)S(=O)(=O)N2CCCC=1C=CC(=NC21)CCCCC(=O)N)C)C 5-(8-((2,2,4,6,7-pentamethyl-2,3-dihydrobenzofuran-5-yl)sulfonyl)-5,6,7,8-tetrahydro-1,8-naphthyridin-2-yl)pentanamide